CC1=NCCC2=C1C=CS2 4-methyl-6,7-dihydrothieno[3,2-c]pyridine